trans-N-(5-{3-(Dimethylamino)-7'-fluoro-3'-methyl-2'-oxo-2',3'-dihydrospiro[cyclobutane-1,1'-pyrrolo[2,3-c]quinolin]-8'-yl}-2-(2-(isopropylamino)ethoxy)pyridin-3-yl)methanesulfonamide CN(C1CC2(C(N(C=3C=NC=4C=C(C(=CC4C32)C=3C=C(C(=NC3)OCCNC(C)C)NS(=O)(=O)C)F)C)=O)C1)C